O1[C@@H](CCC1)[C@@H]1N(S(OC1)(=O)=O)C(=O)OC(C)(C)C tert-butyl (R)-4-((S)-tetrahydrofuran-2-yl)-1,2,3-oxathiazolidine-3-carboxylate 2,2-dioxide